Cl.Cl.N1C(=NCC2=CC=CC=C12)SCCN1[C@@H]2CO[C@H](C1)C2 (1S,4S)-5-(2-((1,4-dihydro-quinazolin-2-yl)thio)ethyl)-2-oxa-5-azabicyclo[2.2.1]Heptane dihydrochloride